2-(6-(7-oxa-2-azaspiro[3.5]non-2-yl)pyrimidine-4-yl)-4-(1H-1,2,3-triazole-1-yl)-1,2-dihydro-3H-pyrazole C1N(CC12CCOCC2)C2=CC(=NC=N2)N2NC=C(C2)N2N=NC=C2